C(CCCCCCCCCCCCCCC)C1=C(C(=O)O)C=C(C(=C1O)O)O.C(C1=CC(O)=C(O)C(O)=C1)(=O)OCCCCCCCCCCCCCCCC hexadecyl gallate (cetyl gallate)